amino-dichloro-cyclohexylamine platinum (IV) [Pt+4].NC1(CCCCC1)N(Cl)Cl